3-[6-(2-chloro-4-fluoro-5-methoxy-phenyl)3-(5-chloro-4-methyl-3-pyridyl)-2,4-dioxo-thieno[3,2-d]pyrimidin-1-yl]propanenitrile ClC1=C(C=C(C(=C1)F)OC)C1=CC=2N(C(N(C(C2S1)=O)C=1C=NC=C(C1C)Cl)=O)CCC#N